2-(2-(Benzyloxy)-4-(methoxy-d3)phenyl)-4,4,5,5-tetramethyl-1,3,2-dioxaborolane C(C1=CC=CC=C1)OC1=C(C=CC(=C1)OC([2H])([2H])[2H])B1OC(C(O1)(C)C)(C)C